tert-butyl (2S,6S)-4-[8-carbamoyl-2-(2-methoxyethoxy)quinazolin-5-yl]-2,6-dimethyl-piperazine-1-carboxylate C(N)(=O)C=1C=CC(=C2C=NC(=NC12)OCCOC)N1C[C@@H](N([C@H](C1)C)C(=O)OC(C)(C)C)C